C(\C=C\C)OC1=CC2=C(N=C(S2)Cl)C=C1F (E)-6-(but-2-en-1-yloxy)-2-chloro-5-fluorobenzo[d]thiazole